(R)-4-((1S,6R)-5-((S)-2-(4-chlorophenyl)-3-(isopropylamino)propanoyl)-2,5-diazabicyclo[4.1.0]heptan-2-yl)-5-methyl-5,8-dihydropyrido[2,3-d]pyrimidin-7(6H)-one ClC1=CC=C(C=C1)[C@H](C(=O)N1CCN([C@H]2C[C@@H]12)C=1C2=C(N=CN1)NC(C[C@H]2C)=O)CNC(C)C